ClCC1=CC=C(C=C1)C=1N(C=C(N1)C(F)(F)F)C 2-(4-(chloromethyl)phenyl)-1-methyl-4-(trifluoromethyl)-1H-imidazole